COC[C@@H]1N(CCN(C1)C(=O)OC(C)(C)C)C(=O)OCC1=CC=CC=C1 (R)-1-benzyl 4-tert-butyl 2-(methoxymethyl)piperazine-1,4-dicarboxylate